rac-ethyl (1S*,2S*)-1-fluoro-2-(4-methylpyrimidin-2-yl)cyclopropane-1-carboxylate F[C@@]1([C@@H](C1)C1=NC=CC(=N1)C)C(=O)OCC |r|